6-[7-[3-cyano-4-(tetrahydropyran-4-yloxy)phenyl]furo[3,2-b]pyridin-2-yl]-5-methoxy-N,N-dimethylpyridine-3-amide C(#N)C=1C=C(C=CC1OC1CCOCC1)C1=C2C(=NC=C1)C=C(O2)C2=C(C=C(C=N2)C(=O)N(C)C)OC